6-acetyl-2-{5-[bis-(2-methoxyethyl)-amino]-pyridin-2-ylamino}-8-cyclopentyl-5-methyl-8H-pyrido[2,3-d]Pyrimidin-7-one C(C)(=O)C1=C(C2=C(N=C(N=C2)NC2=NC=C(C=C2)N(CCOC)CCOC)N(C1=O)C1CCCC1)C